spiro[4.4]-1,6-nonanediol C1(CCCC12C(CCC2)O)O